Cl.N[C@H](C(=O)O)CC (S)-(-)-2-aminobutyrate hydrochloride